COC1=C(C(=O)P(C2=CC=C(C=C2)CCCCCCCC)(C(C2=C(C=CC=C2OC)OC)=O)=O)C(=CC=C1)OC bis-(2,6-dimethoxybenzoyl)-4-octylphenylphosphine oxide